4-fluoro-1'-methyl-6-((5S)-5-methylpiperidin-2-yl)-3H-spiro[benzofuran-2,4'-piperidine] FC1=CC(=CC2=C1CC1(CCN(CC1)C)O2)C2NC[C@H](CC2)C